9-bromo-10-(naphthalen-1-yl)anthracene-1,2,3,4,5,6,7,8-d8 BrC=1C2=C(C(=C(C(=C2C(=C2C(=C(C(=C(C12)[2H])[2H])[2H])[2H])C1=CC=CC2=CC=CC=C12)[2H])[2H])[2H])[2H]